(3-{6-amino-5-[1-(2,6-dichloro-3-fluoro-phenyl)-ethoxy]-pyridin-3-yl}-phenyl)-(4-methyl-piperazin-1-yl)-methanone NC1=C(C=C(C=N1)C=1C=C(C=CC1)C(=O)N1CCN(CC1)C)OC(C)C1=C(C(=CC=C1Cl)F)Cl